Br[Si]1(C[SiH](CCC1)CCC)CCC 1-bromo-1,3-dipropyl-1,3-disilacyclohexane